CCCCCCCCCCCCCCCCCCCCCCCCCCCCCCCCCCCCCCCCCCCCCCCCCCCCCCCCCCCCCCCCCCCCCC n-Heptacontane